FC1C(C1)C(=O)NC=1N=C2N(C=C(C=C2F)C2=C(C=CC=C2C)F)C1 2-fluoro-N-(8-fluoro-6-(2-fluoro-6-methylphenyl)imidazo[1,2-a]pyridin-2-yl)cyclopropane-1-carboxamide